4-(5-(((2-(2,6-dioxopiperidin-3-yl)-1,3-dioxoisoindolin-4-yl)amino)methyl)thiazol-2-yl)benzonitrile O=C1NC(CCC1N1C(C2=CC=CC(=C2C1=O)NCC1=CN=C(S1)C1=CC=C(C#N)C=C1)=O)=O